NC1=CC=C(C(=O)N[C@H](C(=O)O)CCC(=O)O)C=C1 (2S)-2-[(4-aminobenzoyl)amino]glutaric acid